ClCC(=O)NCC1=CC=C(C=C1)I 2-chloro-N-(4-iodobenzyl)acetamide